2-chloro-N-{1-[4-(trifluoromethyl)phenyl]-1H-indazol-4-yl}benzamide ClC1=C(C(=O)NC2=C3C=NN(C3=CC=C2)C2=CC=C(C=C2)C(F)(F)F)C=CC=C1